C(C#C)=N propynimine